C(CCC)[Si](C1=CC=C(C=C1)P(N(P(C1=CC=C(C=C1)[Si](CCCC)(CCCC)CCCC)C1=C(C=CC=C1)F)C)C1=CC=C(C=C1)[Si](CCCC)(CCCC)CCCC)(CCCC)CCCC N-(bis(4-(tributylsilyl)phenyl)phosphaneyl)-1-(2-fluorophenyl)-N-methyl-1-(4-(tributylsilyl)phenyl)phosphanamine